NC=1C(=NC(=C(N1)NC)Cl)C(=O)OC methyl 3-amino-6-chloro-5-(methylamino)pyrazine-2-carboxylate